N-[2-[(3-chlorophenyl)methoxy]ethyl]-N,2-dimethyl-but-3-yn-2-amine ClC=1C=C(C=CC1)COCCN(C(C)(C#C)C)C